methyl 3-bromo-7-oxabicyclo[2.2.1]hepta-2,5-diene-2-carboxylate BrC1=C(C2C=CC1O2)C(=O)OC